C(C)(C)(C)OC([C@H](CCCCNC(CCCCC)=O)NC([C@H](CCCCNC(=O)OC(C)(C)C)NC(CCOCCOCCOCCN)=O)=O)=O Tert-Butyl-(S)-2-[(S)-2-(3-{2-[2-(2-aminoethoxy)ethoxy] ethoxy} propionylamino)-6-(tert-butoxycarbonylamino)hexanoylamino]-6-(hexanoylamino)hexanoate